C(C)(=O)C1=NN(C2=CC(=C(C=C12)C=1C=NC(=NC1)C)C(N(C)C)=O)CC(=O)O (3-acetyl-6-(dimethylcarbamoyl)-5-(2-methylpyrimidin-5-yl)-1H-indazol-1-yl)acetic acid